N-(2-(3-(5-isopropoxypyridin-2-yl)-1,2,4-oxadiazol-5-ylamino)pyridin-3-yl)-N-methylacetamide C(C)(C)OC=1C=CC(=NC1)C1=NOC(=N1)NC1=NC=CC=C1N(C(C)=O)C